N-(bis(4-(tributylsilyl)phenyl)phosphaneyl)-N-isopropyl-1-(4-(tributylsilyl)phenyl)-1-(2-(trifluoromethyl)phenyl)phosphanamine C(CCC)[Si](C1=CC=C(C=C1)P(N(P(C1=C(C=CC=C1)C(F)(F)F)C1=CC=C(C=C1)[Si](CCCC)(CCCC)CCCC)C(C)C)C1=CC=C(C=C1)[Si](CCCC)(CCCC)CCCC)(CCCC)CCCC